5-tert-butyl-N-{[3-(4-{[(3S,4R)-3-fluoro-1-methylpiperidin-4-yl]amino}-1-(2,2,2-trifluoroethyl)-1H-indol-2-yl)-1,2,4-oxadiazol-5-yl]methyl}-1-methyl-1H-pyrrole-2-carboxamide C(C)(C)(C)C1=CC=C(N1C)C(=O)NCC1=NC(=NO1)C=1N(C2=CC=CC(=C2C1)N[C@H]1[C@H](CN(CC1)C)F)CC(F)(F)F